FC=1C=C(CNC(OC(C)(C)C)=O)C=C(C1)N1CCN(CCC1)C1=CC=C(C=C1)F tert-butyl (3-fluoro-5-(4-(4-fluorophenyl)-1,4-diazepan-1-yl)benzyl)carbamate